OC1=CC=C(C=C1)C(/C=C/C1=CC(=C(OCC(=O)NC2=C(C=CC=C2)C)C=C1)OC)=O 2-[4-[(E)-3-(4-Hydroxyphenyl)-3-oxoprop-1-enyl]-2-methoxyphenoxy]-N-(2-methylphenyl)acetamide